O=C1N(CCC(N1)=O)N1C(C2=CC=C(C=C2C1)CN1CCC(CC1)N1N=C2C=C(C(=CC2=C1)NC(C1=CN=C(C=C1)C(F)(F)F)=O)OC)=O N-(2-(1-((2-(2,4-dioxotetrahydropyrimidin-1(2H)-yl)-1-oxoisoindolin-5-yl)methyl)piperidin-4-yl)-6-methoxy-2H-indazol-5-yl)-6-(trifluoromethyl)nicotinamide